5-{4-amino-5-[(3-fluoroazetidin-1-yl)methyl]pyrrolo[2,1-f][1,2,4]triazin-7-yl}-N-[(3R,4S)-1-(3,3-difluorocyclobutanecarbonyl)-4-fluoropyrrolidin-3-yl]-2-methoxypyridine-3-carboxamide NC1=NC=NN2C1=C(C=C2C=2C=C(C(=NC2)OC)C(=O)N[C@@H]2CN(C[C@@H]2F)C(=O)C2CC(C2)(F)F)CN2CC(C2)F